COC(CC(=O)C1=CC(=CC=C1)Cl)=O 3-(3-chlorophenyl)-3-oxopropionic acid methyl ester